CN1N=CC=2C(C1=O)=CC(N(C2)C2CCOCC2)=O 2-methyl-6-(tetrahydro-2H-pyran-4-yl)pyrido[3,4-d]pyridazine-1,7(2H,6H)-dione